C(C)(=O)NCCCCCCN 6-acetamidohexanamine